3-((2-oxo-3-(prop-1-en-2-yl)-2,3-dihydro-1H-benzo[d]imidazol-1-yl)methyl)benzoic acid methyl ester COC(C1=CC(=CC=C1)CN1C(N(C2=C1C=CC=C2)C(=C)C)=O)=O